FC1=CC=C(C=C1)C=1NC2=CC=C(C=C2C1CCC(=O)O)OC 3-[2-(4-fluorophenyl)-5-methoxy-1H-indol-3-yl]propionic acid